3-(3-chlorophenyl)-4-phenyl-3,6-dihydro-2H-1,3,5-oxadiazine ClC=1C=C(C=CC1)N1COCN=C1C1=CC=CC=C1